C(C)(C)(C)[C@@H]1CC=2C=C3C(=NC2CC1)SC(=C3)C(=O)O (S)-6-(tert-butyl)-5,6,7,8-tetrahydrothieno[2,3-b]quinoline-2-carboxylic acid